[Ru](Cl)(Cl)Cl.C1(=CC=CC=C1)P(C1=CC=CC=C1)C1=CC=CC=C1.C1(=CC=CC=C1)P(C1=CC=CC=C1)C1=CC=CC=C1.C1(=CC=CC=C1)P(C1=CC=CC=C1)C1=CC=CC=C1 tri(triphenylphosphine) ruthenium chloride